C12NCC(C1)(C2)CO 2-azabicyclo[2.1.1]hexan-4-ylmethanol